C(=O)O.NCCOCCOCCC(=O)N1CCN(CC1)C(=O)C1=C(C=C(C=C1)NC(=O)C=1N(C(=CN1)C1=C(C(=C(C=C1)OC)F)F)C)Cl N-[4-[4-[3-[2-(2-aminoethoxy)ethoxy]propanoyl]piperazine-1-carbonyl]-3-chloro-phenyl]-5-(2,3-difluoro-4-methoxy-phenyl)-1-methyl-imidazole-2-carboxamide formate